1-[4-(4-{[(1R)-1-(3-{1,1-difluoro-2-methyl-2-[(triethylsilyl)oxy]propyl}-2-fluorophenyl)ethyl]amino}-2-methylpyrido[2,3-d]pyrimidin-6-yl)piperazin-1-yl]ethan-1-one FC(C(C)(O[Si](CC)(CC)CC)C)(F)C=1C(=C(C=CC1)[C@@H](C)NC=1C2=C(N=C(N1)C)N=CC(=C2)N2CCN(CC2)C(C)=O)F